IC=1C=C(C=CC1OC)C1=C(N=CO1)C(=O)NCCC=1C=CC=C2C=CC=NC12 5-(3-iodo-4-methoxyphenyl)-N-(2-(quinolin-8-yl)ethyl)oxazole-4-carboxamide